ClC1=NC=C(C(=C1)C1=C(C=NC(=C1)C)C(=O)NC=1SC2=C(N1)C(=CC=C2)CCC(N(C)C)=O)OC 2'-chloro-N-{4-[2-(dimethylcarbamoyl)ethyl]-1,3-benzothiazol-2-yl}-5'-methoxy-6-methyl-[4,4'-bipyridine]-3-carboxamide